FC(C(C(C(F)(F)F)(F)F)(F)F)(C1(OC(C(C1(F)F)(F)F)(F)F)F)F perfluorobutyl(tetrahydrofuran)